3-bromo-5-{[4-(hydroxymethyl)phenyl]sulfanyl}isonicotinonitrile BrC1=C(C#N)C(=CN=C1)SC1=CC=C(C=C1)CO